6-((3-cyclopropyl-1H-pyrazolo[3,4-b]pyridin-5-yl)oxy)-1-methyl-2-((1-methyl-2-oxo-5-(trifluoromethyl)-1,2-dihydropyridin-3-yl)amino)-1H-imidazo[4,5-b]pyridine-7-carbonitrile C1(CC1)C1=NNC2=NC=C(C=C21)OC=2C(=C1C(=NC2)N=C(N1C)NC=1C(N(C=C(C1)C(F)(F)F)C)=O)C#N